2-bromo-5-(7-fluoro-2-methylindazol-5-yl)-4H-thieno[2,3-c]pyrrol-6-one BrC1=CC2=C(C(N(C2)C2=CC3=CN(N=C3C(=C2)F)C)=O)S1